O1C2=C(OC[C@@H]1CN1CCN(CC1)C1=CC(=NN1C1=NC(=CC=C1)C)C)C=CC=C2 (S)-1-((2,3-dihydrobenzo[b][1,4]dioxin-2-yl)methyl)-4-(3-methyl-1-(6-methylpyridin-2-yl)-1H-pyrazol-5-yl)piperazine